tert-butyl 1-{bicyclo[1.1.1]pentan-1-yl}-2-[5-methoxy-4-(methoxycarbonyl)-1-methyl-6-oxo-1,6-dihydropyrimidin-2-yl]-1H-1,3-benzodiazole-6-carboxylate C12(CC(C1)C2)N2C(=NC1=C2C=C(C=C1)C(=O)OC(C)(C)C)C=1N(C(C(=C(N1)C(=O)OC)OC)=O)C